(E)-5-methoxy-2-(2-nitrovinyl)pyridine COC=1C=CC(=NC1)\C=C\[N+](=O)[O-]